CC1(COCCN1C(=O)C1=C2C(=NN1C1=CSC=C1)C1=C(O2)C=C(C(=C1)C1=NN(C=C1)C)OC)C (3,3-dimethylmorpholino)(6-methoxy-7-(1-methyl-1H-pyrazol-3-yl)-2-(thiophen-3-yl)-2H-benzofuro[3,2-c]pyrazol-3-yl)methanone